BrC1=CC=C(COC2(COC2)C2=CC(=C(C=C2OC)N=CN(C)CC)C)C=C1 N'-(4-(3-((4-bromobenzyl)oxy)oxetan-3-yl)-5-methoxy-2-methylphenyl)-N-ethyl-N-methylformimidamide